2,4-dihydroxysalicylaldehyde OC1(C(C=O)C=CC(=C1)O)O